COC1=CC=C(C=C1)CNC1=C(COC(C1)(C)C)C(=O)OC methyl 4-[(4-methoxyphenyl) methylamino]-6,6-dimethyl-2,5-dihydropyran-3-carboxylate